N-lauroylglycine calcium salt [Ca+2].C(CCCCCCCCCCC)(=O)NCC(=O)[O-].C(CCCCCCCCCCC)(=O)NCC(=O)[O-]